N1C=NC=C1C1CCN(CC1)C1=C(C=CC=C1C=1C=NC(=CC1)F)C#N 2-[4-(1H-imidazol-5-yl)hexahydropyridin-1-yl]-3-(6-fluoropyridin-3-yl)-benzene-1-carbonitrile